ClC1=CN=NN1CC1=CC=C(C=C1)OC 5-chloro-1-(4-methoxybenzyl)-1H-1,2,3-triazole